(4-cyano-2-methoxy-6-methyl-phenyl) trifluoromethanesulfonate FC(S(=O)(=O)OC1=C(C=C(C=C1C)C#N)OC)(F)F